ClC=1C(=NC(=NC1)NC1CCOCC1)C=1C=C2C(N(C(C2=CC1)CCN1C(C2=CC=CC=C2C1=O)=O)CC(=O)NC(C)(C)C1=CC=CC=C1)=O 2-(5-(5-chloro-2-((oxan-4-yl)amino)pyrimidin-4-yl)-1-(2-(1,3-dioxoisoindolin-2-yl)ethyl)-3-oxoisoindolin-2-yl)-N-(2-phenylpropan-2-yl)acetamide